NCCC=1SC(=C(N1)C(=O)NCC1=NC=CC=C1F)Cl 2-(2-aminoethyl)-5-chloro-N-[(3-fluoropyridin-2-yl)methyl]-1,3-thiazole-4-carboxamide